CN(C(C)=O)[C@@H]1CNCC1 (S)-3-(N-methylacetamido)pyrrolidin